FC=1C(=C2C=NNC2=C(C1)C=1N=NC(=CC1)OC1CC(NC(C1)(C)C)(C)C)C=1C=NN(C1)C 5-fluoro-4-(1-methylpyrazol-4-yl)-7-{6-[(2,2,6,6-tetramethylpiperidin-4-yl)oxy]pyridazin-3-yl}-1H-indazole